C(C1=CC=CC=C1)N1CCC(CC1)CCNC(=O)C=1C=NC=2N(C1C)N=C(C2)C2=CC=CC=C2 N-[2-(1-benzylpiperidin-4-yl)ethyl]-7-methyl-2-phenylpyrazolo[1,5-a]pyrimidine-6-carboxamide